2-isopropyl-5-(tributylstannyl)thiazole C(C)(C)C=1SC(=CN1)[Sn](CCCC)(CCCC)CCCC